4-(tetramethyl-1,3,2-dioxaborolan-2-yl)-2-(trifluoromethyl)benzamide CC1(C(OB(O1)C1=CC(=C(C(=O)N)C=C1)C(F)(F)F)(C)C)C